2-[4-[N-methyl-4-(2,2,2-trifluoroethoxy)anilino]phenoxy]pyrido[3,4-d]pyrimidin-4-ol CN(C1=CC=C(C=C1)OCC(F)(F)F)C1=CC=C(OC=2N=C(C3=C(N2)C=NC=C3)O)C=C1